FC(C(=O)O)(F)F.CN1N=C2N(C=CC(=C2)N2C3=C(OCC2)C=C(C=N3)C(=O)N3CC(CCC3)NC)C1=O 2-methyl-7-(7-(3-(methylamino)piperidine-1-carbonyl)-2,3-dihydro-4H-pyrido[3,2-b][1,4]oxazin-4-yl)-[1,2,4]triazolo[4,3-a]pyridin-3(2H)-one trifluoroacetate